OC(OCC)=O 1,3-dioxa-pentan-2-one